O=CCC1(CCC(CC1)C(=O)OC)C(=O)OC dimethyl trans-1-(2-oxoethyl)cyclohexane-1,4-dicarboxylate